C(#N)CC1(CN(C1)C1CCN(CC1)C(=O)NC1=C(C=CC=C1Cl)Cl)N1N=CC(=C1)C=1C2=C(N=CN1)NC=C2 4-{3-(cyanomethyl)-3-[4-(7H-pyrrolo[2,3-d]pyrimidin-4-yl)-1H-pyrazol-1-yl]azetidin-1-yl}-N-(2,6-dichlorophenyl)piperidine-1-carboxamide